(S)-5-amino-4-(3-((4-(morpholinomethyl)benzyl)amino)-6-oxo-4H-thieno[2,3-c]pyrrol-5(6H)-yl)-5-oxopentanoic acid NC([C@H](CCC(=O)O)N1C(C2=C(C1)C(=CS2)NCC2=CC=C(C=C2)CN2CCOCC2)=O)=O